allyl 2-(allyloxy)-4-(2-(allyloxy)-4-amino-3-isopropoxybenzamido)-3-isopropoxybenzoate C(C=C)OC1=C(C(=O)OCC=C)C=CC(=C1OC(C)C)NC(C1=C(C(=C(C=C1)N)OC(C)C)OCC=C)=O